(M)-4-(4-acryl-cis-3,5-dimethylpiperazin-1-yl)-6,7-dichloro-1-(2-isopropyl-4-methylpyridin-3-yl)pyrido[2,3-d]Pyrimidine-2(1H)-one C(=O)(C=C)N1[C@@H](CN(C[C@@H]1C)C=1C2=C(N(C(N1)=O)C=1C(=NC=CC1C)C(C)C)N=C(C(=C2)Cl)Cl)C